O=C1NC(CCC1NC(=O)C1=NC=C(C=C1)OCCCO)=O N-(2,6-dioxopiperidin-3-yl)-5-(3-hydroxypropoxy)pyridineamide